(2S,4r)-N-[2-(2-cyclopentylsulfanylpyrimidin-5-yl)ethyl]-1-[(2S)-2-(4-cyclopropyltriazol-1-yl)-3,3-dimethyl-butyryl]-4-hydroxy-pyrrolidine-2-carboxamide C1(CCCC1)SC1=NC=C(C=N1)CCNC(=O)[C@H]1N(C[C@@H](C1)O)C([C@H](C(C)(C)C)N1N=NC(=C1)C1CC1)=O